(5-(4-Amino-5-(trifluoromethyl)pyrrolo[2,1-f][1,2,4]triazin-7-yl)-2-methoxypyridin-3-yl)(3-((4-fluorophenyl)(hydroxy)methyl)-3-methylpiperidin-1-yl)methanon NC1=NC=NN2C1=C(C=C2C=2C=C(C(=NC2)OC)C(=O)N2CC(CCC2)(C)C(O)C2=CC=C(C=C2)F)C(F)(F)F